(1R,2S)-2-(3-[[3-(hydroxymethyl)-2H,3H-furo[2,3-c]pyridin-7-yl]amino]-1H-indazol-6-yl)-5'-methoxy-1'H-spiro[cyclopropane-1,3'-indol]-2'-one OCC1COC2=C(N=CC=C21)NC2=NNC1=CC(=CC=C21)[C@@H]2C[C@@]21C(NC2=CC=C(C=C12)OC)=O